[(3-chloro-2-methoxyphenyl)amino]-2-(3-[2-[(3R)-4-methylmorpholin-3-yl]ethynyl]pyridin-4-yl)-1H,5H,6H,7H-pyrrolo[3,2-c]pyridin-4-one ClC=1C(=C(C=CC1)NN1C(=CC=2C(NCCC21)=O)C2=C(C=NC=C2)C#C[C@H]2N(CCOC2)C)OC